tert-butyl ((2R,4S,5R)-2-((S)-1-(4-fluorophenyl)-1,2,3,4-tetrahydroisoquinoline-2-carbonyl)-5-(hydroxymethyl)tetrahydro-2H-pyran-4-yl)carbamate FC1=CC=C(C=C1)[C@@H]1N(CCC2=CC=CC=C12)C(=O)[C@@H]1OC[C@H]([C@H](C1)NC(OC(C)(C)C)=O)CO